BrC1=CC2=C(NC(C3N(C2=O)CCN(C3)C(CBr)=O)=O)C=C1 8-bromo-2-(2-bromoacetyl)-1,3,4,12a-tetrahydrobenzo[e]pyrazino[1,2-a][1,4]diazepine-6,12(2H,11H)-dione